FC1=CC2=C(C=CS2)C(=C1)N1CCN(CC1)CCC1=CC=C2CCC(N(C2=C1)N(C([O-])=O)CC(C)=C)=O (7-(2-(4-(6-fluorobenzothiophen-4-yl)piperazin-1-yl)ethyl)-2-oxo-3,4-dihydroquinoline-1(2H)-yl)methallylcarbamate